1-(2-(Dimethylamino)-2-(thiophen-3-yl)ethyl)-2-methyl-3-(1,2,3,4-tetrahydronaphthalen-2-yl)guanidine CN(C(CNC(=NC)NC1CC2=CC=CC=C2CC1)C1=CSC=C1)C